C(#N)[C@@H]1[C@@H](C1)C(=O)O |o1:2,3| rel-(1R,2S)-2-cyanocyclopropane-1-carboxylic acid